tertbutyl-sulfenamide C(C)(C)(C)SN